NC[C@H]1[C@@H](CC1)CN trans-1,2-bis(aminomethyl)cyclobutane